C(=O)O.FC(C=1C=2N(C=CC1)C(=CN2)C2=NC=C(C1=C2CNC1=O)NC1=NC=C(C=C1)N1C[C@H](OCC1)C(C)(C)O)F 4-[8-(difluoro-methyl)imidazo[1,2-a]pyridin-3-yl]-7-[[5-[(2S)-2-(1-hydroxy-1-methyl-ethyl)morpholin-4-yl]-2-pyridyl]amino]-2,3-dihydro-pyrrolo[3,4-c]pyridin-1-one Formic acid salt